1H-pyrazole-4-carboxylic acid lithium salt [Li+].N1N=CC(=C1)C(=O)[O-]